(2-(fluoro)benzyl)phosphonium bromide [Br-].FC1=C(C[PH3+])C=CC=C1